4-((2-(4-(1-(4-((5-chloro-4-((2-(dimethylphosphoryl)phenyl)amino)pyrimidin-2-yl)amino)-3-methoxyphenyl)piperidin-4-yl)piperazin-1-yl)ethyl)amino)-2-(2,6-dioxopiperidin-3-yl)isoindoline ClC=1C(=NC(=NC1)NC1=C(C=C(C=C1)N1CCC(CC1)N1CCN(CC1)CCNC1=C2CN(CC2=CC=C1)C1C(NC(CC1)=O)=O)OC)NC1=C(C=CC=C1)P(=O)(C)C